N-(5-chloro-1-(1-(tetrahydro-2H-pyran-4-yl)piperidin-4-yl)-1H-pyrazol-4-yl)-2-(2,6-difluorophenyl)pyrazolo[1,5-a][1,3,5]triazin-4-amine ClC1=C(C=NN1C1CCN(CC1)C1CCOCC1)NC1=NC(=NC=2N1N=CC2)C2=C(C=CC=C2F)F